COC(C1=CC=C(C=C1)C(C)C1=NC=CC=C1)=O 4-[1-(pyridin-2-yl)ethyl]benzoic acid methyl ester